C1(=CC=CC=C1)C=1OC(=C(N1)C1=C(C=C(C=C1OC)OC)OC)C1=CC=CC=C1 2,5-Diphenyl-4-(2,4,6-trimethoxyphenyl)oxazole